4-(5-((1R,5S,6s)-6-amino-3-azabicyclo[3.1.0]hexan-3-yl)pyrazin-2-yl)-6-(1-methyl-1H-pyrazol-4-yl)pyrazolo[1,5-a]pyridine-3-carbonitrile hydrochloride Cl.NC1[C@@H]2CN(C[C@H]12)C=1N=CC(=NC1)C=1C=2N(C=C(C1)C=1C=NN(C1)C)N=CC2C#N